C(C)(=O)N[C@@H](CC1=CNC2=CC=CC=C12)C(=O)OC1=CC2=CC=C(C(=C2C(=C1)C1=C(C=2N=C(N=C(C2C=N1)N1CCOCCC1)OC[C@]12CCCN2C[C@@H](C1)F)F)C#C)F 5-ethynyl-6-fluoro-4-(8-fluoro-2-(((2R,7aS)-2-fluorotetrahydro-1H-pyrrolizin-7a(5H)-yl)methoxy)-4-(1,4-oxazepan-4-yl)pyrido[4,3-d]pyrimidin-7-yl)naphthalen-2-yl acetyl-L-tryptophanate